COC1=CC=C(CN(C2=NC=CC=3N2C=NC3)CC3=CC=C(C=C3)OC)C=C1 N,N-bis(4-methoxybenzyl)imidazo[1,5-c]pyrimidin-5-amine